5-(3-isopropyl-5-(1-isopropylpiperidin-4-yl)-1H-indol-2-yl)quinoline-8-carbonitrile C(C)(C)C1=C(NC2=CC=C(C=C12)C1CCN(CC1)C(C)C)C1=C2C=CC=NC2=C(C=C1)C#N